OCCC=1C=C2C(=CNC2=CC1)NC(OC(C)(C)C)=O tert-butyl (5-(2-hydroxyethyl)-1H-indol-3-yl)carbamate